2-(5-(2-(((R)-phenyl((R)-1,2,3,4-tetrahydropyrido[2,3-b]pyrazin-3-yl)methyl)amino)ethyl)-2-(trifluoromethyl)phenyl)acetic acid C1(=CC=CC=C1)[C@H]([C@H]1CNC2=C(N1)N=CC=C2)NCCC=2C=CC(=C(C2)CC(=O)O)C(F)(F)F